2-allyl-2-propyl-malonic acid bis(5-methyl-5-hexenyl) ester CC(CCCCOC(C(C(=O)OCCCCC(=C)C)(CCC)CC=C)=O)=C